1-methyl-4-(4-methylphenyl)-3,4-dihydroquinolin-2(1H)-one CN1C(CC(C2=CC=CC=C12)C1=CC=C(C=C1)C)=O